FC(C(CN1C(OCC1)=O)NC(OC(C)(C)C)=O)(F)F tert-butyl (1,1,1-trifluoro-3-(2-oxooxazolidin-3-yl)propan-2-yl)carbamate